boc-D-leucinol C(=O)(OC(C)(C)C)N[C@H](CC(C)C)CO